COC(C)C12CNCC(C1)C2 1-(1-methoxyethyl)-3-azabicyclo[3.1.1]heptane